Cl.CN(C=1C=2C=C(C=NC2C=CC1)C)[C@@H]1CNCC1 (S)-N,3-dimethyl-N-(pyrrolidin-3-yl)quinolin-5-amine hydrochloride